FC(C1=CC=C(C=N1)C1=CC=C(C=C1)C(C(CC)[2H])O)(F)F 1-(4-(6-(trifluoromethyl)pyridin-3-yl)phenyl)butan-1-ol-2-d